tert-butyl N-[(2S)-1-[(2S,4R)-4-hydroxy-2-{[(1S)-1-[4-(4-methyl-1,3-thiazol-5-yl)phenyl]ethyl]carbamoyl}pyrrolidin-1-yl]-3,3-dimethyl-1-oxobutan-2-yl]carbamate O[C@@H]1C[C@H](N(C1)C([C@H](C(C)(C)C)NC(OC(C)(C)C)=O)=O)C(N[C@@H](C)C1=CC=C(C=C1)C1=C(N=CS1)C)=O